C1(CC1)S(=O)(=O)N[C@@H]1CC[C@H](OC1)CN1CCC2(CN(C2)C2=NC=NC=C2OC2=C(C(=O)N(C3COC3)C(C)C)C=C(C=C2)F)CC1 2-((4-(7-(((2S,5R)-5-(Cyclopropanesulfonamido)tetrahydro-2H-pyran-2-yl)methyl)-2,7-diazaspiro[3.5]nonan-2-yl)pyrimidin-5-yl)oxy)-5-fluoro-N-isopropyl-N-(oxetan-3-yl)benzamide